S(=O)(=O)(O)O.N1C(CNCC1)=O piperazinone sulfate